C(C)OC1=CC=CC=2C=C(OC21)CNCC2(CCCCC2)O (((1-(7-ethoxybenzofuran-2-yl)methyl)amino)methyl)cyclohexanol